(3,3,3-trifluoropropylmethyl)dimethoxysilane FC(CCC[SiH](OC)OC)(F)F